4-oxo-3-(2-oxoethyl)tetrahydrofuran-3-carboxylic acid methyl ester COC(=O)C1(COCC1=O)CC=O